(2R,5S)-5-(4-Chlorobenzyl)-4-(4-(1,5-dimethyl-1H-pyrazol-3-yl)cyclohexyl)-N-(prop-2-yn-1-yl)morpholin-2-carboxamid ClC1=CC=C(C[C@H]2CO[C@H](CN2C2CCC(CC2)C2=NN(C(=C2)C)C)C(=O)NCC#C)C=C1